COC=1C=C(C=CC1C=C)C1OCCCC1 2-(3-methoxy-4-vinylphenyl)tetrahydro-2H-pyran